(1aR,7bS)-5-[2-((Z)-3-ethylaminoprop-1-enyl)-4-fluorophenylsulfonylamino]-1,1a,2,7b-tetrahydrocyclopropa[c]benzopyran-4-carboxylic acid C(C)NC\C=C/C1=C(C=CC(=C1)F)S(=O)(=O)NC1=C(C2=C([C@@H]3[C@H](CO2)C3)C=C1)C(=O)O